C1(=CC=CC=C1)C=CC(=O)C=1C=C(C=CC1)C 3-phenyl-1-(m-tolyl)prop-2-en-1-one